FC(C1=C(N)C=CC=C1)F 2-(difluoromethyl)aniline